C(C)OC(=O)C1=C(N=C(S1)NC1=NC(=CC(=N1)NCC1=C(C=CC=C1)OC)N1CCNCC1)C 2-[[4-[[(2-Methoxyphenyl)methyl]amino]-6-(1-piperazinyl)-2-pyrimidinyl]amino]-4-methyl-5-thiazolecarboxylic acid ethyl ester